COC1=CC=C(C=C1)NC=CC1=C(C(=NO1)C1=CC=CC=C1)C#N 5-[2-(4-Methoxyphenylamino)vinyl]-4-cyano-3-phenylisoxazole